N1-methyl-2'-methylpseudouridine CN1C=C([C@H]2[C@](O)([C@H](O)[C@@H](CO)O2)C)C(NC1=O)=O